4-Bromo-3-(trifluoromethyl)-1H-pyrazolo[3,4-c]pyridine BrC1=C2C(=CN=C1)NN=C2C(F)(F)F